1-((1-(2,6-difluoro-4-(1-(tetrahydro-2H-pyran-2-yl)-1H-pyrazol-4-yl)phenyl)piperidin-4-yl)methyl)piperidin-2-one FC1=C(C(=CC(=C1)C=1C=NN(C1)C1OCCCC1)F)N1CCC(CC1)CN1C(CCCC1)=O